methyl (3S,6S,10aR,Z)-6-amino-5-oxo-1,2,3,5,6,7,10,10a-octahydropyrrolo[1,2-a]azocine-3-carboxylate N[C@H]1C\C=C/C[C@@H]2N(C1=O)[C@@H](CC2)C(=O)OC